N[C@@H](CCC(=O)O)C(=O)N[C@@H](CCC)C(=O)O GLUTAMYL-NORVALINE